N1(CCOCC1)C1=NC(=CC(=N1)C(=O)O)N1CCOCC1 2,6-DIMORPHOLIN-4-YLPYRIMIDINE-4-CARBOXYLIC ACID